CN1N=CC(=C1)C=1N=C2C(=NC1)N(N=N2)C[C@H]2OCCN(C2)C2=NC=C(C=N2)N2CC(C2)COCC2=CC=C(C=C2)NC(OC(C)(C)C)=O tert-Butyl (S)-(4-(((1-(2-(2-((5-(1-methyl-1H-pyrazol-4-yl)-1H-[1,2,3]triazolo[4,5-b]pyrazin-1-yl)methyl)morpholino)pyrimidin-5-yl)azetidin-3-yl)methoxy)methyl)phenyl)carbamate